((4-chloro-1-(4-(trifluoromethoxy) phenyl)-1H-pyrazolo[3,4-b]pyridin-3-yl) methyl) carbamate C(N)(OCC1=NN(C2=NC=CC(=C21)Cl)C2=CC=C(C=C2)OC(F)(F)F)=O